6-(benzylthio)-4-chloro-8-fluoro-2-(trifluoromethyl)quinazoline C(C1=CC=CC=C1)SC=1C=C2C(=NC(=NC2=C(C1)F)C(F)(F)F)Cl